C1(=CC=CC=C1)C(OC1CCN(CC1)CCCC(=O)C1=CC=C(C=C1)C(C(=O)OC)(C)C)C1=CC=CC=C1 methyl 2-(4-(4-(4-(diphenylmethoxy) piperidin-1-yl) butanoyl) phenyl)-2-methylpropanoate